C(=O)(O)[C@H](CCC(=O)O)N1CCOCCN(CC=2C=CC=C(C1)N2)[C@@H](C(=O)O)CCC(=O)O (2R)-2-{9-[(1S)-1,3-dicarboxypropyl]-6-oxa-3,9,15-triazabicyclo[9.3.1]pentadeca-1(15),11,13-trien-3-yl}pentanedioic acid